triphenylenylterphenyl C1(=CC=CC=2C3=CC=CC=C3C3=CC=CC=C3C12)C1=C(C=CC=C1)C=1C(=CC=CC1)C1=CC=CC=C1